8-benzyloxy-6-chloro-2-methyl-imidazo[1,2-b]pyridazine C(C1=CC=CC=C1)OC=1C=2N(N=C(C1)Cl)C=C(N2)C